(3S,4S)-4-{[1-(2,4-difluoro-phenyl)-1H-[1,2,3]triazole-4-carbonyl]-amino}-piperidine-1,3-dicarboxylic acid 1-tert-butyl ester 3-ethyl ester C(C)OC(=O)[C@H]1CN(CC[C@@H]1NC(=O)C=1N=NN(C1)C1=C(C=C(C=C1)F)F)C(=O)OC(C)(C)C